(2E)-2-{[7-amino-4-(3-methyl-1H-indazol-5-yl)-1-oxo-2,3-dihydro-1H-isoindol-2-yl]methyl}-3-(1-methyl-1H-pyrazol-4-yl)prop-2-enenitrile NC=1C=CC(=C2CN(C(C12)=O)C/C(/C#N)=C\C=1C=NN(C1)C)C=1C=C2C(=NNC2=CC1)C